2-(4-methoxy-benzyl)-1,2-propanediamine COC1=CC=C(CC(CN)(C)N)C=C1